C(CCC)S(=O)(=O)OC(F)(F)F trifluoromethyl butyl-sulfonate